(S)-6-((1-(2,5-difluorophenyl)ethyl)amino)-3-isopropylpyrimidine-2,4(1h,3h)-dione FC1=C(C=C(C=C1)F)[C@H](C)NC1=CC(N(C(N1)=O)C(C)C)=O